6-[5-(trifluoromethyl)-2,3-dihydro-1-benzofuran-2-yl]-2-pyridinecarbonitrile FC(C=1C=CC2=C(CC(O2)C2=CC=CC(=N2)C#N)C1)(F)F